2H-pyrazole-3-carboxylic acid [8-amino-6-(4-ethylpyridin-3-yl)-[2,7]Naphthyridin-3-yl]Amide NC=1N=C(C=C2C=C(N=CC12)NC(=O)C=1NN=CC1)C=1C=NC=CC1CC